2-ethylvinyl sulfate S(=O)(=O)(OC=CCC)[O-]